COC1(CC(C1)C(=O)O)C 3-Methoxy-3-methylcyclobutane-1-carboxylic acid